1,8-diazaspiro[4.5]-decane-8-carboxylic acid tert-butyl ester C(C)(C)(C)OC(=O)N1CCC2(CCCN2)CC1